C([C@H](O)C1=CC=CC=C1)(=O)OC methyl D-(-)-mandelate